NC1=C2C(=C3C(=N1)C=C(N3)C(=O)N(C)[C@H]3COCC1=NC(=CC=C13)C1CC1)COC2 (R)-5-amino-N-(2-cyclopropyl-5,8-dihydro-6H-pyrano[3,4-b]pyridin-5-yl)-N-methyl-6,8-dihydro-1H-furo[3,4-d]pyrrolo[3,2-b]pyridine-2-carboxamide